C(OC1CC(C1)C1=C(NC2=C(C=C(C=C12)F)F)C1=CC=C(C=C1)F)(OC1=CC=C(C=C1)[N+](=O)[O-])=O [3-[5,7-difluoro-2-(4-fluorophenyl)-1H-indol-3-yl]cyclobutyl] (4-nitrophenyl) carbonate